ClC=1N=C(SC1Cl)OC1=CC(=C(C=C1C)N=CN(C)CC)C N'-{4-[(4,5-Dichloro-1,3-thiazol-2-yl)oxy]-2,5-dimethylphenyl}-N-ethyl-N-methylimidoformamid